ClC=1C=C(C=2N(N1)C(=NN2)C(C)C)N2CC1=CC=CC=C1C2 6-chloro-8-isoindolin-2-yl-3-isopropyl-[1,2,4]triazolo[4,3-b]pyridazine